1-(((1-(5-(trifluoromethyl)pyrimidin-2-yl)piperidin-4-yl)methylsulfonamido)oxy)propan FC(C=1C=NC(=NC1)N1CCC(CC1)CS(=O)(=O)NOCCC)(F)F